C(C)(=O)N1NC(CC1C1=CC=C(C=C1)F)=C1C(N(C(N(C1=O)C)=O)C)=O 5-(1-acetyl-5-(4-fluorophenyl)pyrazolidin-3-ylidene)-1,3-dimethylbarbituric acid